C(C)(C)(C)OC(=O)N(CC#CC1=C(C=CC(=C1)F)NC1=C(C(=O)OC)C=C(C(=C1)F)C(F)(F)F)C1=NC(=CC=C1[N+](=O)[O-])OC methyl 2-((2-(3-((tert-butoxycarbonyl) (6-methoxy-3-nitropyridin-2-yl) amino)-prop-1-yn-1-yl)-4-fluorophenyl) amino)-4-fluoro-5-(trifluoromethyl)-benzoate